NCCS R-Cysteamine